n-heptylcyclobutane-1,3-diol C(CCCCCC)C1(CC(C1)O)O